3-chloro-N-[1-(3-chloropyrazin-2-yl)ethyl]-N-(cyclopropylmethyl)-5-(4-fluorophenyl)sulfonyl-benzamide ClC=1C=C(C(=O)N(CC2CC2)C(C)C2=NC=CN=C2Cl)C=C(C1)S(=O)(=O)C1=CC=C(C=C1)F